BrC1=CC=C(C=C1)C#CC1=CC=C(OCCN2[C@@H](C(N(CC2)C)=O)C)C=C1 (R)-4-{2-[4-((4-bromophenyl)ethynyl)phenoxy]ethyl}-1,3-dimethylpiperazin-2-one